C[C@H]1CC[C@@H](NC1)C=1C=CC2=C(N=C(S2)C2=NC=CC=C2)C1 5-((2R,5S)-5-methylpiperidin-2-yl)-2-(Pyridin-2-yl)benzo[d]thiazole